4-fluoro-6-[7-fluoro-2-(4-piperidinyl)indazol-5-yl]-2-methyl-1,3-benzoxazole FC1=CC(=CC2=C1N=C(O2)C)C2=CC1=CN(N=C1C(=C2)F)C2CCNCC2